N-benzyl-pyrazine hexafluoroantimonate F[Sb-](F)(F)(F)(F)F.C(C1=CC=CC=C1)N1CC=NC=C1